C(C1=CN=CC=C1)[C@]1([C@H]2[C@]34C=5C(=C(C=CC5C[C@H]([C@@H]3CC1)N(C)CC4)O)O2)O 6-nicotinyl-dihydromorphine